methyl 6-(4-chlorophenyl)-3-oxo-2-(1-{[2-(trimethylsilyl) ethoxy] methyl}-1H-pyrazol-4-yl)-2,3-dihydropyridazine-4-carboxylate ClC1=CC=C(C=C1)C=1C=C(C(N(N1)C=1C=NN(C1)COCC[Si](C)(C)C)=O)C(=O)OC